C(C)C1=NC(=CC=C1N1C[C@H](CCC1)CC(=O)O)C=1N=NN(C1COC(N(C)C12CC(C1)(C2)F)=O)C (R)-2-(1-(2-ethyl-6-(5-((((3-fluorobicyclo[1.1.1]pentan-1-yl)(methyl)carbamoyl)oxy)methyl)-1-methyl-1H-1,2,3-triazol-4-yl)pyridin-3-yl)piperidin-3-yl)acetic acid